[C@H]12CN(C[C@H](CC1)N2)C=2C1=C(N=C(N2)OCCC=2C=CC(=C(C=O)C2)O)C(=C(N=C1)C1=CC=CC2=CC=CC(=C12)Cl)F 5-(2-((4-((1R,5S)-3,8-diazabicyclo[3.2.1]octan-3-yl)-7-(8-chloronaphthalen-1-yl)-8-fluoropyrido[4,3-d]pyrimidin-2-yl)oxy)ethyl)-2-hydroxybenzaldehyde